C[SiH](C)C[Ti](C)(C1(C(=C(C(=C1)C)C)C)C)NC(C)(C)C dimethylsilyl-(N-tertiary butylamino)(tetramethyl-cyclopentadienyl)dimethyl-titanium